p-nitrobenzene sulfate S(=O)(=O)(O)O.[N+](=O)([O-])C1=CC=CC=C1